C(C)(C)(C)OC(=O)N[C@@H](C(=O)OC)CC1COCCC1 Methyl (2R)-2-(tert-butoxycarbonylamino)-3-tetrahydropyran-3-yl-propanoate